6-chloro-8-(4-chloro-2-fluoro-phenyl)-2-(difluoromethyl)-3-methyl-pyrido[3,4-d]pyrimidin-4-one ClC1=CC2=C(N=C(N(C2=O)C)C(F)F)C(=N1)C1=C(C=C(C=C1)Cl)F